tert-Butyl (3S,5S)-3-[[6-(6-amino-3-pyridyl)-8-isopropyl-7-oxo-pteridin-2-yl]amino]-5-fluoro-piperidine-1-carboxylate NC1=CC=C(C=N1)C1=NC=2C=NC(=NC2N(C1=O)C(C)C)N[C@@H]1CN(C[C@H](C1)F)C(=O)OC(C)(C)C